2'-(1-butoxyvinyl)-3-chloro-4-((3,5-difluoropyridin-2-yl)methoxy)-5',6-dimethyl-2H-[1,4'-bipyridine] C(CCC)OC(=C)C1=NC=C(C(=C1)N1CC(=C(C=C1C)OCC1=NC=C(C=C1F)F)Cl)C